C(N)(=O)C1=C(C=C2C=CC=NC2=C1)OC 7-carbamoyl-6-methoxyquinolin